calcium methylparaben butyl-p-hydroxybenzoate C(CCC)OC(C1=CC=C(C=C1)O)=O.COC(=O)C1=CC=C(O)C=C1.[Ca]